BrC=1C=C2C(=CNC2=CC1)C(C(=O)NC1C(N(CC1)C1=CC(=C(C=C1)C)Cl)=O)=O 2-(5-bromo-1H-indol-3-yl)-N-(1-(3-chloro-4-methylphenyl)-2-oxopyrrolidin-3-yl)-2-oxoacetamide